N-(1-(azetidin-1-ylmethyl)cyclopropyl)-2-(3-chloro-2-fluorophenyl)-2-methylpropanamide N1(CCC1)CC1(CC1)NC(C(C)(C)C1=C(C(=CC=C1)Cl)F)=O